(R)-3-phenylbutanoic acid C1(=CC=CC=C1)[C@@H](CC(=O)O)C